2-((2-(4-Fluoro-3-(trifluoromethoxy)phenyl)-2-oxoethyl)amino)-2-oxoacetic acid ethyl ester C(C)OC(C(=O)NCC(=O)C1=CC(=C(C=C1)F)OC(F)(F)F)=O